4-hydroxy-1-phenyl-3-(2,2,2-trifluoroethan-1-one-1-yl)benzo[h]quinoline OC1=C(CN(C2=C3C(=CC=C12)C=CC=C3)C3=CC=CC=C3)C(C(F)(F)F)=O